NCC(CN1N=NN(C1=O)C=1SC=C(C1)C1=CC=C(C=C1)N1CCNCC1)=C(F)F 1-[2-(aminomethyl)-3,3-difluoro-allyl]-4-[4-(4-piperazin-1-ylphenyl)-2-thienyl]tetrazol-5-one